N-(2-butyl)-N-methyl-propynylamine CC(CC)N(C)C#CC